tert-butyl (7-((2-((4,5-dimethylthiazol-2-yl)carbamoyl)-5-methylphenyl)amino)heptyl)carbamate CC=1N=C(SC1C)NC(=O)C1=C(C=C(C=C1)C)NCCCCCCCNC(OC(C)(C)C)=O